C1CC12NC1(CC1)CC(C2)N2C=CC1=C2N=NC(=C1)C1=C(C=C(C=C1)N1N=NC=C1)O 2-[7-(4-azadispiro[2.1.25.33]decan-9-yl)-7H-pyrrolo[2,3-c]pyridazin-3-yl]-5-(1H-1,2,3-triazol-1-yl)phenol